C(=C)C=1OC(C(N1)(C)C)=O 2-vinyl-4,4-dimethyl-2-oxazoline-5-one